NC1=NC(=NC=C1)[C@@H]1C[C@H](CCC1)O (1s,3s)-3-(4-aminopyrimidin-2-yl)cyclohexane-1-ol